tert-Butyl (2S,4R)-2-((4-bromo-1-(2,2,2-trifluoroethyl)-1H-pyrazol-3-yl)carbamoyl)-4-fluoropyrrolidine-1-carboxylate BrC=1C(=NN(C1)CC(F)(F)F)NC(=O)[C@H]1N(C[C@@H](C1)F)C(=O)OC(C)(C)C